[N+](=O)([O-])C1=CC=C(C=C1)S(=O)(=O)N1C(OCC1(C=C)C1=CC=CC=C1)=O 3-(4-Nitro-benzenesulfonyl)-4-phenyl-4-vinyl-2-oxazolidinone